O(C1=CC=CC=C1)CC1CO1 1,2-epoxy-3-phenoxypropane